O1CCCC12CNCC2 oxa-7-azaspiro[4.4]nonane